COC(C(C)(C)OC(C)=O)=O acetoxyisobutyric acid methyl ester